3-(6-iodo-5-((2-(trimethylsilyl)ethoxy)methyl)-5H-pyrrolo[2,3-b]pyrazin-2-yl)cyclopentan-1-ol IC1=CC=2C(=NC=C(N2)C2CC(CC2)O)N1COCC[Si](C)(C)C